C1[C@@H]([C@H](O[C@H]1N2C(C(C(=NC2=O)N)O)O)CO)O The molecule is a nucleoside analogue that is the 5,6-dihydroxy-5,6-dihydro derivative of cytidine. It is a metabolite produced by the bacterium Mycoplasma genitalium. It has a role as a Mycoplasma genitalium metabolite. It derives from a cytosine.